CNC(C#CC)=O N-methyl-but-2-ynamide